FC=1C(=NC=C(C1)F)CNC(=O)C1=CN=C(S1)N1C(CC(CC1)N1C[C@@H](CCC1)C)C N-[(3,5-difluoropyridin-2-yl)methyl]-2-[(3R)-2',3-dimethyl-[1,4'-bipiperidine]-1'-yl]-1,3-thiazole-5-carboxamide